ICC#CCI 1,4-diiodo-2-butyne